(18R)-14,18-Epoxy-3-hydroxy-5-oxoophiobola-7,19-dien-25-al C[C@H]1C[C@@H](O[C@@]12CC[C@]3([C@H]2C/C=C(\[C@@H]4[C@H](C3)[C@](CC4=O)(C)O)/C=O)C)C=C(C)C